NC1=CC=C(C=C1)C1(CC=C(C=C1)N)NC1=CC=C(C=C1)N1C2=CC(=CC=C2SC=2C=CC(=CC12)SC1=C(C(=C(C(=C1F)F)F)F)F)SC1=C(C(=C(C(=C1F)F)F)F)F 1-(4-aminophenyl)-N1-(4-(2,8-bis((perfluorophenyl)thio)-10H-phenothiazin-10-yl)phenyl)benzene-1,4-diamine